CC(CCCCCCC)OC(CCCCCC(=O)O)=O 7-(1-methyloctoxy)-7-oxo-heptanoic acid